methyl trityl-L-threoninate C(C1=CC=CC=C1)(C1=CC=CC=C1)(C1=CC=CC=C1)N[C@@H]([C@H](O)C)C(=O)OC